N-[4-[(6,7-Dimethoxy-1,5-naphthyridin-4-yl)oxy]-3-fluorophenyl]-5-(4-fluorophenyl)-6-methoxy-1-methyl-4-oxopyridine-3-carboxamide COC=1N=C2C(=CC=NC2=CC1OC)OC1=C(C=C(C=C1)NC(=O)C1=CN(C(=C(C1=O)C1=CC=C(C=C1)F)OC)C)F